NC=1C=2N(C3=CC(=C(C=C3N1)F)C(=O)N1[C@@H]3[C@H](CC[C@H]1C)OC1=C3C=CC(=C1)C(F)(F)F)C=NC2 |r| Rac-(4-amino-7-fluoroimidazo[1,5-a]quinoxalin-8-yl)((2R,4aS,9bS)-2-methyl-7-(trifluoromethyl)-3,4,4a,9b-tetrahydrobenzofuro[3,2-b]pyridin-1(2H)-yl)methanone